COC(C1=CN=C(C=C1C1=C(C=C(C(=C1)Cl)S(=O)CC)OC)C)=O.FC1(CCN(CC1)C1=CC=C(C=C1)NC=1C=C2CN(CC2=CC1)C(C)=O)F 1-(5-((4-(4,4-difluoropiperidin-1-yl)phenyl)amino)isoindolin-2-yl)ethan-1-one methyl-4-(5-chloro-4-(ethylsulfinyl)-2-methoxyphenyl)-6-methylnicotinate